[Si](C1=CC=CC=C1)(C1=CC=CC=C1)(C(C)(C)C)OC1CC(C1)/C=C/C=C/C(=O)OC(C)(C)C tert-butyl (2E,4E)-5-[3-[(tert-butyldiphenylsilyl) oxy]cyclobutyl]penta-2,4-dienoate